ClC=1C=C(C(=O)NC2[C@H]3CC(C[C@@H]23)(O)C2=C3C=NNC3=CC(=C2)Cl)C=CC1F 3-chloro-N-((1r,3r,5s,6r)-3-(6-chloro-1H-indazol-4-yl)-3-hydroxybicyclo[3.1.0]hexane-6-yl)-4-fluorobenzamide